C1(CC1)CN(C1CCN(CC1)C(=O)OC(C)(C)C)C1=C(C=CC=C1)OC tert-butyl 4-((cyclopropylmethyl)(2-methoxyphenyl)amino)piperidine-1-carboxylate